tert-Butyl 2-((4-fluoro-2-methoxyphenyl)(hydroxy)methyl)azepane-1-carboxylate FC1=CC(=C(C=C1)C(C1N(CCCCC1)C(=O)OC(C)(C)C)O)OC